FC(C=1C=2N(C=C(C1)C1=C(C=C(C=C1)F)C)C=C(N2)NC(=O)C2C(C2)F)F N-(8-(difluoromethyl)-6-(4-fluoro-2-methylphenyl)imidazo[1,2-a]pyridin-2-yl)-2-fluorocyclopropane-1-carboxamide